CC1=NNC=C1C 3,4-dimethyl-1H-pyrazole